1-(4-aminopyrazol-1-yl)-2-methyl-propan-2-ol NC=1C=NN(C1)CC(C)(O)C